FC1(C(C1)CNCC1=CC(=C2CN(C(C2=C1)=O)C1=CC(=CC=C1)C1(CC(C1)OC)C1=NN=CN1C)C(F)(F)F)F 6-((((2,2-difluorocyclopropyl)methyl)amino)methyl)-2-(3-((1r,3r)-3-methoxy-1-(4-methyl-4H-1,2,4-triazol-3-yl)cyclobutyl)phenyl)-4-(trifluoromethyl)isoindolin-1-one